FC(C1=NN=C(S1)N1C=NC2=C1C=C(C=C2N2C[C@@H](N[C@H](C2)C)C)S(=O)(=O)NC2(CC2)C)F 1-(5-(difluoromethyl)-1,3,4-thiadiazol-2-yl)-4-((3S,5S)-3,5-dimethylpiperazin-1-yl)-N-(1-methylcyclopropyl)-1H-benzo[d]imidazole-6-sulfonamide